N1(CC1)CCN 2-(aziridin-1-yl)ethan-1-amine